C(C)(C)(C)OC(=O)N1CCC(=CC1)C1=NC=C(N=C1)N 4-(5-aminopyrazin-2-yl)-3,6-dihydro-2H-pyridine-1-carboxylic acid tert-butyl ester